Benzyl (2S,5S)-5-[[4-(6-cyano-7-dimethylphosphoryl-1H-indol-3-yl)-5-(trifluoromethyl) pyrimidin-2-yl]amino]-2-methyl-piperidine-1-carboxylate C(#N)C1=CC=C2C(=CNC2=C1P(=O)(C)C)C1=NC(=NC=C1C(F)(F)F)N[C@H]1CC[C@@H](N(C1)C(=O)OCC1=CC=CC=C1)C